ClC1=CC(=NC=C1)CC(=O)NC1=CC=C(N=N1)CCCCN1N=NC(=C1)C(=O)NC 1-(4-{6-[2-(4-chloropyridin-2-yl)acetamido]pyridazin-3-yl}butyl)-N-methyl-1H-1,2,3-triazole-4-carboxamide